Br.BrCCN 2-bromoethaneamine hydrobromide